methyl 4-[3-[7-[[(3S,4S)-1,3-dimethyl-4-piperidyl]carbamoyl]-3-(2,2,2-trifluoroethyl)benzimidazol-5-yl]prop-2-ynylamino]-2-fluoro-5-methoxy-benzoate CN1C[C@@H]([C@H](CC1)NC(=O)C1=CC(=CC2=C1N=CN2CC(F)(F)F)C#CCNC2=CC(=C(C(=O)OC)C=C2OC)F)C